N1(C=NC=C1)C(=O)O.N1(C=NC=C1)C(=O)O.N1(C=NC=C1)C(=O)OCC(COC(=O)N1C=NC=C1)(CC)COC(=O)N1C=NC=C1 2-(((1H-imidazole-1-carbonyl)oxy)methyl)-2-ethylpropane-1,3-diyl bis(1H-imidazole-1-carboxylate) bis(1H-Imidazole-1-carboxylate)